4-((2-([1,1'-Biphenyl]-4-yl)-6-(methylsulfonyl)imidazo[1,2-a]pyridin-3-yl)amino)benzoic acid C1(=CC=C(C=C1)C=1N=C2N(C=C(C=C2)S(=O)(=O)C)C1NC1=CC=C(C(=O)O)C=C1)C1=CC=CC=C1